(3'R)-5',5'-difluoro-1'-(1H-imidazole-1-carbonyl)[1,3'-bipiperidin]-2-one FC1(C[C@H](CN(C1)C(=O)N1C=NC=C1)N1C(CCCC1)=O)F